CC(C=C)OC1=C(C=CC=C1)B(O)O [2-(BUT-3-EN-2-YLOXY)PHENYL]BORANEDIOL